C1(CC1)C1=CC(=NC(=N1)C(C)(F)F)NC1=CC(=NC=C1OCCOC)NC(C)=O N-(4-((6-cyclopropyl-2-(1,1-difluoroethyl)pyrimidin-4-yl)amino)-5-(2-methoxyethoxy)pyridin-2-yl)acetamide